3-(tert-butyl)-1-(3-chloropyridin-2-yl)-1H-pyrazole-5-carboxylic acid C(C)(C)(C)C1=NN(C(=C1)C(=O)O)C1=NC=CC=C1Cl